methyl 4-{[6-(5-chloro-2-fluoro-phenyl)-2H,3H,4H-pyrido[3,2-b][1,4]oxazin-8-yl]amino}-1H-pyrrolo[2,3-b]pyridine-3-carboxylate ClC=1C=CC(=C(C1)C=1C=C(C=2OCCNC2N1)NC1=C2C(=NC=C1)NC=C2C(=O)OC)F